tert-Butyl 3-((7-chloroisoquinolin-1-yl)oxy)piperidine-1-carboxylate ClC1=CC=C2C=CN=C(C2=C1)OC1CN(CCC1)C(=O)OC(C)(C)C